NC1=NC(=CC(=N1)N1CCC2(C[C@H](NC2)C(=O)O)CC1)O[C@@H](C(F)(F)F)C1=C(C=C(C=C1)C1=CC=C(C=C1)C)N1N=C(C=C1)C (S)-8-(2-amino-6-((R)-2,2,2-trifluoro-1-(4'-methyl-3-(3-methyl-1H-pyrazol-1-yl)-[1,1'-biphenyl]-4-yl)ethoxy)pyrimidin-4-yl)-2,8-diazaspiro[4.5]decane-3-carboxylic acid